BrC1=NN2C(NC(=C(C2=O)N2CCN(CC2)C(=O)OC(C)(C)C)CC)=N1 tert-butyl 4-(2-bromo-5-ethyl-7-oxo-4,7-dihydro-[1,2,4]triazolo[1,5-a]pyrimidin-6-yl)piperazine-1-carboxylate